C(C1=CC=CC=C1)(=O)NC1=NC(N([C@H]2[C@H](OC)[C@H](O)[C@@H](COC(C3=CC=C(C=C3)OC)(C3=CC=C(C=C3)OC)C3=CC=CC=C3)O2)C=C1)=O N4-benzoyl-5'-O-(4,4'-dimethoxytrityl)-2'-O-methylcytidine